(Z)-5-eicosenoic acid C(CCC\C=C/CCCCCCCCCCCCCC)(=O)O